ClC1=CC=C(OC2=CC=C3CCNCC3=C2)C=C1 7-(4-chlorophenoxy)-1,2,3,4-tetrahydroisoquinoline